Hexane-2-carbonitrile CC(CCCC)C#N